ClC1=CC=C(C=C1)N1N=CC(=C1)C12CC(C1)(C2)N 3-(1-(4-chlorophenyl)-1H-pyrazol-4-yl)bicyclo[1.1.1]pentan-1-amine